NC=1C=CC2=C(C=C(O2)C(=O)OCC)C1Br ethyl 5-amino-4-bromo-1-benzofuran-2-carboxylate